gamma-(methacryloxypropyl)propyl-trimethoxysilane C(C(=C)C)(=O)OCCCCCC[Si](OC)(OC)OC